7-chloro-2-(trifluoromethyl)-3-[1-(3,3,3-trifluoropropyl)-1H-pyrazol-4-yl]-4H-pyrido[1,2-a]pyrimidin-4-one ClC=1C=CC=2N(C(C(=C(N2)C(F)(F)F)C=2C=NN(C2)CCC(F)(F)F)=O)C1